ethyl 1-[1-(3,4-dimethoxyphenyl) ethyl]-4-fluoro-1H-imidazole-5-carboxylate COC=1C=C(C=CC1OC)C(C)N1C=NC(=C1C(=O)OCC)F